[Na+].[Na+].C(CCCCCCCCC(=O)[O-])(=O)[O-] decanedioic acid disodium salt